(2R,4aR,7S)-12-Chloro-7-((dimethylamino)methyl)-10-fluoro-11-((S)-2-fluoro-6-hydroxyphenyl)-2-methyl-2,3,4,4a,6,7-hexahydro-8-oxa-3,5a,9,13c-tetraazanaphtho[3,2,1-de]anthracene ClC1=CC2=C3C=4N(C[C@@H](OC4N=C2C(=C1C1=C(C=CC=C1O)F)F)CN(C)C)C[C@H]1CN[C@@H](CN13)C